1,5-bis[[tert-butyl(dimethyl)silyl]oxy-dideuterio-methyl]-8-oxabicyclo[3.2.1]oct-6-en-3-one [Si](C)(C)(C(C)(C)C)OC(C12CC(CC(C=C1)(O2)C([2H])([2H])O[Si](C)(C)C(C)(C)C)=O)([2H])[2H]